ClC=1C=CC(=C(C1)N1CC(N(CC1=O)C(C(=O)OC(C)(C)C)CC1CCC1)=O)N1N=NN=C1 Tert-butyl 2-(4-(5-Chloro-2-(1H-tetrazol-1-yl)phenyl)-2,5-dioxopiperazin-1-yl)-3-cyclobutylpropanoate